7-((1H-indazol-5-yl)ethynyl)-N-(3-methoxyphenyl)-6-methylisoxazolo[4,5-c]pyridin-3-amine N1N=CC2=CC(=CC=C12)C#CC=1C2=C(C=NC1C)C(=NO2)NC2=CC(=CC=C2)OC